tert-butyl 6-ethynyl-7-formyl-3,4-dihydroisoquinoline-2(1H)-carboxylate C(#C)C=1C=C2CCN(CC2=CC1C=O)C(=O)OC(C)(C)C